(2-Fluoropyridin-4-yl)-6-methyl-2-phenyl-7-tosyl-7H-pyrrolo[2,3-d]pyrimidin-4-amine FC1=NC=CC(=C1)C1=C(N(C=2N=C(N=C(C21)N)C2=CC=CC=C2)S(=O)(=O)C2=CC=C(C)C=C2)C